FC=1C(=C(C=CC1F)C1=C(OC(=C1C)C(F)(F)F)C(=O)OCC)OC ethyl 3-(3,4-difluoro-2-methoxy-phenyl)-4-methyl-5-(trifluoromethyl)furan-2-carboxylate